monoacetyl acetate C(C)(=O)OC(C)=O